2,3-dimethylbut-3-en CC(C)C(=C)C